ClCC(=O)NCCCNC1=NC2=CC(=CC=C2C(=N1)NC1CCN(CC1)C1CCCCC1)C(F)(F)F 2-chloro-N-(3-((4-((1-cyclohexylpiperidin-4-yl)amino)-7-(trifluoromethyl)quinazolin-2-yl)amino)propyl)acetamide